2-Isopropyloxoisoindoline-1,3-dione C(C)(C)N1C(C2=CC=CC(C2C1=O)=O)=O